SCCC(C(=O)OCCOCCOC(C(C)(S)CCS)=O)(C)S diethylene glycol bis(2-mercaptoethyl-mercaptopropionate)